O1C(CCCC1)N1N=CC(=C1)C=1C[C@@H](N(C1)C(=O)OC(C)(C)C)C(=O)OC 1-tert-butyl 2-methyl (2R)-4-[1-(oxan-2-yl)pyrazol-4-yl]-2,3-dihydropyrrole-1,2-dicarboxylate